FC(CCN1CCN(CC1)C1=CC=C(C=C1)B1OC(C(O1)(C)C)(C)C)F 1-(3,3-difluoropropyl)-4-(4-(4,4,5,5-tetramethyl-1,3,2-dioxaborolan-2-yl)phenyl)piperazine